((1s,3s)-3-Hydroxy-3-methylcyclobutyl)(6-(3-methoxybenzyl)-2-azaspiro[3.3]heptan-2-yl)methanone OC1(CC(C1)C(=O)N1CC2(C1)CC(C2)CC2=CC(=CC=C2)OC)C